N-(6-Amino-5-methyl-3-pyridyl)-2-[(2S)-4-(2-methylpropanoyl)-2-(2-oxo-3,4-dihydro-1H-quinolin-6-yl)-1-piperidyl]-2-oxo-acetamide NC1=C(C=C(C=N1)NC(C(=O)N1[C@@H](CC(CC1)C(C(C)C)=O)C=1C=C2CCC(NC2=CC1)=O)=O)C